FC=1C=C2C(=CC1)OCC1=C2NC2=CC=CC=C2C1=O 2-fluoro-6,12-dihydro-7H-chromeno[4,3-b]quinolin-7-one